C(C)(C)(C)C1=NC(=NO1)C(=O)N[C@H](C)C1=C(C=C(C(=C1)F)C1=CC(=NC=C1)NC(=O)C1CC1)Cl (R)-5-(tert-butyl)-N-(1-(2-chloro-4-(2-(cyclopropanecarboxamido)pyridin-4-yl)-5-fluorophenyl)ethyl)-1,2,4-oxadiazole-3-carboxamide